C(C)(C)(C)OC(=O)NC1=CN(C=2N=CN=CC21)CC(=O)O 2-(5-((tert-butoxycarbonyl)amino)-7H-pyrrolo[2,3-d]pyrimidin-7-yl)acetic acid